2-chloro-4-[[1-methyl-5-[3-(trifluoromethyl)-1H-pyrazol-4-yl]imidazole-2-carbonyl]amino]benzoic acid tert-butyl ester C(C)(C)(C)OC(C1=C(C=C(C=C1)NC(=O)C=1N(C(=CN1)C=1C(=NNC1)C(F)(F)F)C)Cl)=O